FC1(CC2(C1)C[C@@H](N(CC2)CC2=C1C=CNC1=C(C=C2OC)C)C2=C(C=C(C(=O)O)C=C2)NC)F (R)-4-(2,2-difluoro-7-((5-methoxy-7-methyl-1H-indol-4-yl)methyl)-7-azaspiro[3.5]nonan-6-yl)-3-(methylamino)benzoic acid